6-Fluoro-11-methyl-7-((4-methylpyrimidin-2-yl)oxy)-5,11-dihydro-4H-1,3,4,11-tetraazadibenzo[cd,h]azulene FC=1C2=C3C(C=NC3=C3C(C1OC1=NC=CC(=N1)C)=CC=CN3C)=NNC2